C(C)(C)N1C(=NN=C1)C=1C=CC=C(C1C(=O)O)N 6-(4-Isopropyl-4H-1,2,4-triazol-3-yl)anthranilic acid